N1N=CC(=C1)C1=CC=CC(=N1)C[C@@H](C1=C(C=CC=C1)C1=NOC2=C1C=CC=C2)N[S@@](=O)C(C)(C)C (S)-N-{(S)-2-[6-(1H-Pyrazol-4-yl)pyridine-2-yl]-1-[2-(benzo[d]isoxazol-3-yl)phenyl]ethyl}-2-methylpropane-2-sulfinamide